C(=O)C1=CC=C(C=C1)C1=CC(=CC(=C1)C1=CC=C(C=C1)C=O)C1=CC=C(C=C1)C=O 1,3,5-tris(p-formyl-phenyl)benzene